N=1NN=NC1CCCNC(CN1C(C(C2=CC(=CC=C12)Br)(C)C)=O)=O N-(3-(2H-tetrazol-5-yl)propyl)-2-(5-bromo-3,3-dimethyl-2-oxoindolin-1-yl)acetamide